3,4-dihydroxybutane-1-sulfonic acid sodium salt [Na+].OC(CCS(=O)(=O)[O-])CO